5-bromo-1-((5-(5-(difluoromethyl)-1,3,4-oxadiazole-2-yl)pyridine-2-yl)methyl)-6-fluoro-3-(piperidine-4-yl)-1,3-dihydro-2H-benzo[d]imidazole-2-one BrC1=CC2=C(N(C(N2C2CCNCC2)=O)CC2=NC=C(C=C2)C=2OC(=NN2)C(F)F)C=C1F